C(C1=CC=CC=C1)C=1NC(=NN1)C(=O)NC1=NC=CC(=C1)C1=C(C=CC(=C1)OCCOCC)C(F)(F)F 5-benzyl-N-(4-(5-(2-ethoxyethoxy)-2-(trifluoromethyl)phenyl)pyridin-2-yl)-4H-1,2,4-triazole-3-carboxamide